ClC1=C(C=CC(=C1)Cl)CC(=O)NC=1C=2C3=C(C(N(C3=CC1)CC)=O)C=CC2 2-(2,4-dichlorophenyl)-N-(1-ethyl-2-oxo-1,2-dihydrobenzo[cd]indol-6-yl)acetamide